FC=1C=C(C=C(C1)NCCO)NC(=O)NC1=C(C(=CC(=C1)Cl)Cl)CO 1-[3-fluoro-5-(2-hydroxyethylamino)phenyl]-3-(3,5-dichloro-2-hydroxymethylphenyl)urea